3-phenyl-2-(3-trifluoromethylbenzyl)oxirane-2-carboxylic acid C1(=CC=CC=C1)C1C(O1)(C(=O)O)CC1=CC(=CC=C1)C(F)(F)F